NC1=CC(=C(N=N1)N1C(CCC1)=O)OC (6-amino-4-methoxypyridazin-3-yl)pyrrolidin-2-one